C(C)C1=CN=C2N1C=C(C=N2)C=2C=CN1N=C(N=CC12)N[C@@H]1CC[C@H](CC1)OC 5-(3-ethylimidazo[1,2-a]pyrimidin-6-yl)-N-(trans-4-methoxycyclohexyl)pyrrolo[2,1-f][1,2,4]triazin-2-amine